N=1C(N=CC=2C1N=C1C=CC=CC21)=O 2H-pyrimido(4,5-b)indol-2-one